C(CCCCCCCCCCCCCCCCCCCCCCCCCC)(=O)OCCCCCCCCCCCCCCC pentadecyl heptacosanoate